tert-butyl 3-((3-((3R,4R)-4-(4-amino-3-(4-phenoxyphenyl)-1H-pyrazolo[3,4-d]pyrimidin-1-yl)-3-fluoropiperidin-1-yl)azetidin-1-yl)methyl)azetidine-1-carboxylate NC1=C2C(=NC=N1)N(N=C2C2=CC=C(C=C2)OC2=CC=CC=C2)[C@H]2[C@@H](CN(CC2)C2CN(C2)CC2CN(C2)C(=O)OC(C)(C)C)F